(2R)-4-chloro-2-methyl-2,3-dihydro-1H-pyrrolo[2,3-b]pyridine-5-carboxamide ClC1=C2C(=NC=C1C(=O)N)N[C@@H](C2)C